C(C)(=O)C1=NN(C2=CN=C(C=C21)C=2C=NC(=NC2)C)CC(=O)N2[C@@H]([C@@H]1C[C@@H]1C2)C(=O)NC2=NC(=C(C=C2C)F)Br (1R,2S,5S)-3-(2-(3-acetyl-5-(2-methylpyrimidin-5-yl)-1H-pyrazolo[3,4-c]pyridin-1-yl)acetyl)-N-(6-bromo-5-fluoro-3-methylpyridin-2-yl)-3-azabicyclo[3.1.0]hexane-2-carboxamide